FC(C(=O)O)(C(F)(F)F)OC(C(C(F)(F)F)(F)F)(F)F 2,3,3,3-tetrafluoro-2-(1,1,2,2,3,3,3-heptafluoropropoxy)propanoic acid